3-(4-((8-((adamantan-1-yl)amino)octyl)amino)-1-oxoisoindolin-2-yl)piperidine-2,6-dione C12(CC3CC(CC(C1)C3)C2)NCCCCCCCCNC2=C3CN(C(C3=CC=C2)=O)C2C(NC(CC2)=O)=O